CC1(OCC(CO1)COCC(COCC1COC(OC1)(C)C)NC(OCC1=CC=CC=C1)=O)C benzyl (1,3-bis((2,2-dimethyl-1,3-dioxan-5-yl)methoxy)propan-2-yl)carbamate